N-[(3R,4S)-3-fluoro-1-methylpiperidin-4-yl]-2-(4-{[(4-methanesulfonylphenyl)amino]methyl}phenyl)-1-(2,2,2-trifluoroethyl)-1H-indol-4-amine F[C@@H]1CN(CC[C@@H]1NC=1C=2C=C(N(C2C=CC1)CC(F)(F)F)C1=CC=C(C=C1)CNC1=CC=C(C=C1)S(=O)(=O)C)C